5-bromo-2-[2-(2,5-dibromophenyl)-1-iminoethyl]phenol BrC=1C=CC(=C(C1)O)C(CC1=C(C=CC(=C1)Br)Br)=N